methyl-4-methoxymethyl-pyridine CC1=NC=CC(=C1)COC